9,10-diphenylvinylanthracene C1(=CC=CC=C1)C=1C2=CC=CC=C2C(=C2C=CC=C(C12)C=C)C1=CC=CC=C1